C1=C(C=CC2=NC=3CCCCC3C=C12)C(=O)N 5,6,7,8-tetrahydroacridine-2-carboxamide